C(=O)(O)C1(CC1)CNC 1-(1-carboxycyclopropyl)-N-methyl-methylamine